(S)-4-(7-(8-ethynylnaphthalen-1-yl)-8-fluoro-2-(((2R,7aS)-2-fluorotetrahydro-1H-pyrrolizin-7a(5H)-yl)methoxy)pyrido[4,3-d]pyrimidin-4-yl)-1,4-oxazepan-6-amine C(#C)C=1C=CC=C2C=CC=C(C12)C1=C(C=2N=C(N=C(C2C=N1)N1CCOC[C@H](C1)N)OC[C@]12CCCN2C[C@@H](C1)F)F